C(=O)(O)CCN(CCN(CCC(=O)O)CCC(=O)O)CCC(=O)O 3-[2-[bis(2-carboxyethyl)amino]ethyl-(2-carboxyethyl)amino]propanoic acid